Tert-butyl 2-(6-chloro-5-methoxypyrimidin-4-yl)-2-cyanoacetate ClC1=C(C(=NC=N1)C(C(=O)OC(C)(C)C)C#N)OC